magnesium hydroxide aluminum sulfate S(=O)(=O)([O-])[O-].[Al+3].[OH-].[Mg+2]